1-chloro-3-(2-isothiocyanato-1-methoxypropane-2-yl)benzene ClC1=CC(=CC=C1)C(COC)(C)N=C=S